1'-((8-fluoro-4-oxo-4,5-dihydropyrrolo[1,2-a]quinoxalin-7-yl)methyl)-N,3'-dimethyl-1',2',3',6'-tetrahydro-[3,4'-bipyridine]-6-carboxamide FC1=C(C=C2NC(C=3N(C2=C1)C=CC3)=O)CN3CC(C(=CC3)C=3C=NC(=CC3)C(=O)NC)C